FC(C1(C2=C(SC(=C2)C)C2(CC(NCC2)C)OC1)O)F 4-(difluoromethyl)-2,2'-dimethyl-spiro[5H-thieno[2,3-c]pyran-7,4'-piperidine]-4-ol